4-{[9-chloro-7-(5-fluoroindol-1-yl)-3,5-dihydro-2H-1,4-benzoxazepin-4-yl]methyl}-N-methylpyridin-2-amine ClC1=CC(=CC=2CN(CCOC21)CC2=CC(=NC=C2)NC)N2C=CC1=CC(=CC=C21)F